N,N-dimethyl-2-(4-(5-(5-(morpholin-4-yl)-1-oxo-1,3-dihydro-2H-isoindol-2-yl)-1H-benzimidazol-2-yl)phenoxy)acetamide CN(C(COC1=CC=C(C=C1)C1=NC2=C(N1)C=CC(=C2)N2C(C1=CC=C(C=C1C2)N2CCOCC2)=O)=O)C